ClC1=C2C(=NC(=N1)N)NN=C2 4-chloro-1H-pyrazolo[3,4-d]pyrimidine-6-amine